4-methyl-N-[4-(anilino)phenyl]benzenesulfonamide CC1=CC=C(C=C1)S(=O)(=O)NC1=CC=C(C=C1)NC1=CC=CC=C1